CN1CCC(CC1)NC1=NC2=CC(=CC=C2C=N1)C=1C=C(C=CC1)NC(C=C)=O N-(3-{2-[(1-methylpiperidin-4-yl)amino]quinazolin-7-yl}phenyl)prop-2-enamide